4-(3-(pyridin-3-ylmethyl)ureido)benzenesulfonamide N1=CC(=CC=C1)CNC(NC1=CC=C(C=C1)S(=O)(=O)N)=O